BrC=1C=C(C=C(C1O)Br)C(=O)N1C2=C(OCC1)C=NN2 (3,5-dibromo-4-hydroxyphenyl)(5,6-dihydropyrazolo[4,3-b][1,4]oxazin-7(1H)-yl)methanone